CC[C@@H](C(C[C@H](C)N(C)C)(C1=CC=CC=C1)C2=CC=CC=C2)OC(=O)C The molecule is an acetate ester and a tertiary amino compound. It has a role as an opioid analgesic and a mu-opioid receptor antagonist.